methyl 5-carbamoyl-2-(2-(3,5-difluorophenyl)butanamido)-4-methylthiophene-3-carboxylate C(N)(=O)C1=C(C(=C(S1)NC(C(CC)C1=CC(=CC(=C1)F)F)=O)C(=O)OC)C